OC=1C=C2CCC([C@@H](C2=CC1)C1=CC=C(C=C1)N1CCC(CC1)CN1CCN(CC1)C=1C=C2CN(C(C2=CC1)=O)C1C(NC(CC1)=O)=O)(C)C 3-(5-(4-((1-(4-((R)-6-hydroxy-2,2-dimethyl-1,2,3,4-tetrahydronaphthalene-1-yl)phenyl)piperidin-4-yl)methyl)piperazin-1-yl)-1-oxoisoindolin-2-yl)piperidine-2,6-dione